C(C)(C)(C)OC(=O)N1[C@@H](CC(CC1)=O)C(=O)[O-].C(C)(C)(C)[NH3+] tert-butylammonium (2S)-1-(tert-butoxycarbonyl)-4-oxopiperidine-2-carboxylat